4-chloro-dimethylphenol ClC1=C(C(=C(C=C1)O)C)C